ClC1=CC(=C(C(=C1)F)NC=1N(C2=NC(=NC=C2N1)NC1CCOCC1)C1CCC(CC1)(C(=O)N)C)F (1s,4s)-4-(8-(4-chloro-2,6-difluorophenylamino)-2-(tetrahydro-2H-pyran-4-ylamino)-9H-purin-9-yl)-1-methylcyclohexanecarboxamide